3-Chloroquinoxaline-6-carboxylic acid ClC=1C=NC2=CC=C(C=C2N1)C(=O)O